NC(C[C@@H](C1=CC(=CC=C1)Cl)NC(=O)C1=CN(C(=C1C1=C(C(=CC=C1F)F)C)C#N)C)=O (S)-N-(3-amino-1-(3-chlorophenyl)-3-oxopropyl)-5-cyano-4-(3,6-difluoro-2-methylphenyl)-1-methyl-1H-pyrrole-3-carboxamide